C(CC)C=1NC=C(C1)CCC 2,4-dipropylpyrrole